ClC=1C=C2C(=CC1)N(C(C21CCN(CC1)CCOC1=CC(=C(C(=O)OC)C=C1)C(F)(F)F)=O)CCO methyl 4-{2-[5-chloro-1-(2-hydroxyethyl)-2-oxo-1,2-dihydrospiro[indole-3,4'-piperidin]-1'-yl]ethoxy}-2-(trifluoromethyl)benzoate